chlorosilver Cl[Ag]